NC1=C(C(C=2OC3=C(C2O1)C=CC=C3)C3=CC=C(C=C3)F)C#N 2-amino-4-(4-fluorophenyl)-4H-pyrano[3,2-b]benzofuran-3-carbonitrile